FC(C(=O)N1CC(C1)OC(=O)N1CCC(CC1)CNC1=CC(=NC=2N1N=CC2C(C)C)O[C@H]2CNCCC2)=C (R)-4-(((3-isopropyl-5-(piperidin-3-yloxy)pyrazolo[1,5-a]pyrimidin-7-yl)amino)methyl)piperidine-1-carboxylic acid 1-(2-fluoroacryloyl)azetidine-3-yl ester